2-(2-(trifluoromethyl)phenyl)pyrazolidin FC(C1=C(C=CC=C1)N1NCCC1)(F)F